5,6-diisobutyl-2-methoxy-9H-carbazole C(C(C)C)C1=C2C=3C=CC(=CC3NC2=CC=C1CC(C)C)OC